1,1,1,2-tetrafluoro-2,2-dichloroethane FC(C(Cl)(Cl)F)(F)F